4-(N-((3R,5R)-1-(ethoxycarbonyl)-5-(hydroxymethyl)pyrrolidin-3-yl)sulfamoyl)-3-fluoro-1-methyl-1H-pyrrole-2-carboxylic acid ethyl ester C(C)OC(=O)C=1N(C=C(C1F)S(N[C@H]1CN([C@H](C1)CO)C(=O)OCC)(=O)=O)C